4-[3-(5-Adamantan-1-yl-2,4-dimethoxy-phenyl)-propyl]-benzene-1,3-diol C12(CC3CC(CC(C1)C3)C2)C=2C(=CC(=C(C2)CCCC2=C(C=C(C=C2)O)O)OC)OC